(Z)-1-(3-(5-(dimethylamino)-2-isopropylphenyl)-4-oxothiazolidin-2-ylidene)-3-(2-fluoro-4-(1-(4-methoxyphenyl)-1H-1,2,4-triazol-3-yl)phenyl)urea CN(C=1C=CC(=C(C1)N1/C(/SCC1=O)=N/C(=O)NC1=C(C=C(C=C1)C1=NN(C=N1)C1=CC=C(C=C1)OC)F)C(C)C)C